C1(CCC1)OC1=NC=2N(C=C1C(=O)O)C=C(N2)C21COC(C2)(C1)COC 7-cyclobutoxy-2-(1-(methoxymethyl)-2-oxabicyclo[2.1.1]hexan-4-yl)imidazo[1,2-a]pyrimidine-6-carboxylic acid